5-Bromo-6-fluoro-1-(3-(trifluoromethyl)benzyl)-1H-indole BrC=1C=C2C=CN(C2=CC1F)CC1=CC(=CC=C1)C(F)(F)F